ClCC1=CC=C(C=C1)NC([C@H](CCCNC(=O)N)NC(=O)C1(CCC1)C(=O)OCC)=O Ethyl (S)-1-((1-((4-(chloromethyl)phenyl)amino)-1-oxo-5-ureidopentan-2-yl)carbamoyl)cyclobutane-1-carboxylate